ClC1=NC=C(C(=C1)N)OC(F)(F)F 2-chloro-5-(trifluoromethoxy)pyridin-4-amine